1-{2-[(5-chloro-1-cyclopropyl-1H-pyrazol-4-yl)amino]-6-methylquinazolin-7-yl}-4-methylpiperidin-4-ol ClC1=C(C=NN1C1CC1)NC1=NC2=CC(=C(C=C2C=N1)C)N1CCC(CC1)(O)C